4-[7-(2-amino-2-methyl-propoxy)imidazo[1,2-a]pyridin-3-yl]-N-cyclopropyl-2-(difluoromethoxy)-6-methoxy-benzamide NC(COC1=CC=2N(C=C1)C(=CN2)C2=CC(=C(C(=O)NC1CC1)C(=C2)OC)OC(F)F)(C)C